2-cyclopropyl-acetic acid methyl ester COC(CC1CC1)=O